5-chloro-N-(1-ethylpiperidin-4-yl)-4-(9-fluoro-1-methyl-1,2,3,4-tetrahydrobenzo[4,5]imidazo[1,2-a]pyrimidin-7-yl)pyrimidin-2-amine ClC=1C(=NC(=NC1)NC1CCN(CC1)CC)C1=CC2=C(N=C3N2CCCN3C)C(=C1)F